dimethylsilylenebis(2,3-dimethylindenyl)titanium dichloride [Cl-].[Cl-].C[Si](=[Ti+2](C1C(=C(C2=CC=CC=C12)C)C)C1C(=C(C2=CC=CC=C12)C)C)C